2-bromo-4-(2,2,2-trifluoroethyl)benzonitrile BrC1=C(C#N)C=CC(=C1)CC(F)(F)F